BrC=1C=CC2=C(N=C(O2)N)C1 5-Bromobenzo[d]oxazol-2-amine